pyrazinium hydrazine salt NN.[NH+]1=CC=NC=C1